tert-butyl-(2R)-2-(phenoxymethyl)pyrrolidine C(C)(C)(C)N1[C@H](CCC1)COC1=CC=CC=C1